The molecule is a para-terphenyl that is 1,1':4',1''-terphenyl substituted by methoxy groups at positions 3' and 6', a prenyl group at position 3'' and hydroxy groups at positions 2', 4 and 4''. Isolated from the fungus, Aspergillus taichungensis, it exhibits cytotoxic activity. It has a role as an antineoplastic agent and an Aspergillus metabolite. It is a para-terphenyl, a member of phenols and a dimethoxybenzene. CC(=CCC1=C(C=CC(=C1)C2=CC(=C(C(=C2OC)O)C3=CC=C(C=C3)O)OC)O)C